3-chloro-5-(trifluoromethyl)pyridine-2-sulfonyl fluoride ClC=1C(=NC=C(C1)C(F)(F)F)S(=O)(=O)F